(3S,5S)-3-(aminomethyl)-5-(((tert-butyldiphenylsilyl)oxy)methyl)-3-methylpyrrolidin-2-one NC[C@]1(C(N[C@@H](C1)CO[Si](C1=CC=CC=C1)(C1=CC=CC=C1)C(C)(C)C)=O)C